1-(4-(4-((3-chloro-2-fluorophenyl)amino)pyrido[3,2-d]pyrimidin-6-yl)-2-methylpiperazin-1-yl)prop-2-en-1-one ClC=1C(=C(C=CC1)NC=1C2=C(N=CN1)C=CC(=N2)N2CC(N(CC2)C(C=C)=O)C)F